9-Octadecen CCCCCCCCC=CCCCCCCCC